1-trifluoroacetyl-pseudouridine FC(C(=O)N1C=C([C@H]2[C@H](O)[C@H](O)[C@@H](CO)O2)C(NC1=O)=O)(F)F